2-butoxy-2-methyltetrahydrofuran C(CCC)OC1(OCCC1)C